4-((2-methyl-6-nitro-2,3-dihydroimidazo[2,1-b]oxazol-2-yl)methyl)piperazine-1-carboxylic acid tert-butyl ester C(C)(C)(C)OC(=O)N1CCN(CC1)CC1(CN2C(O1)=NC(=C2)[N+](=O)[O-])C